6-Chloro-2-(4-{4-[(3,5-dimethylisoxazol-4-yl)methyl]piperazin-1-yl}phenyl)-N-[1-(1-methylethyl)piperidin-4-yl]-3H-imidazo[4,5-b]pyridin-7-amine ClC=1C(=C2C(=NC1)NC(=N2)C2=CC=C(C=C2)N2CCN(CC2)CC=2C(=NOC2C)C)NC2CCN(CC2)C(C)C